O=C1NC(CCC1N1C(C2=CC=C(C=C2C1=O)NS(=O)(=O)CC1=CC=C(C=C1)C)=O)=O N-(2-(2,6-dioxo-piperidin-3-yl)-1,3-dioxoisoindolin-5-yl)-1-(p-tolyl)methanesulfonamide